[Li].[Al].[SiH4] silane aluminum lithium